(S)-N-(2,2-difluoro-1-(5-fluoro-6-(6-methyl-2-(trifluoromethyl)pyridin-3-yl)-1-neopentyl-1H-indol-3-yl)ethyl)cyclopropanesulfonamide FC([C@H](C1=CN(C2=CC(=C(C=C12)F)C=1C(=NC(=CC1)C)C(F)(F)F)CC(C)(C)C)NS(=O)(=O)C1CC1)F